FC(C(=O)O)(F)F.CN1C[C@H]2N(C3=CC4=C(C=C13)C(N(C4)C4C(NC(CC4)=O)=O)=O)CCNC2 3-((S)-6-methyl-8-oxo-2,3,4,4a,5,6,8,10-octahydropyrazino[1,2-a]pyrrolo[3,4-g]quinoxalin-9(1H)-yl)piperidine-2,6-dione trifluoroacetate salt